pyrazine calcium [Ca].N1=CC=NC=C1